FC(C1=NN=C(O1)C=1C=NC(=NC1)NC=1C=C(C2=C(NC=N2)C1)N1C(CCC1)=O)F 1-(6-((5-(5-(difluoromethyl)-1,3,4-oxadiazol-2-yl)pyrimidin-2-yl)amino)-1H-benzo[d]imidazol-4-yl)pyrrolidin-2-one